ethyl 5-(4-cyanophenyl)-1-methyl-6-(p-tolyl)-1H-indole-2-carboxylate C(#N)C1=CC=C(C=C1)C=1C=C2C=C(N(C2=CC1C1=CC=C(C=C1)C)C)C(=O)OCC